2-(5-bromo-2-hydroxy-3-(isobutyryloxy)benzylideneamino)-3-(4-hydroxyphenyl)propanoic acid BrC=1C=C(C(=C(C=NC(C(=O)O)CC2=CC=C(C=C2)O)C1)O)OC(C(C)C)=O